4-(4-(3,4-Dimethoxyphenyl)furan-2-yl)-4-oxobutanoic acid methyl ester COC(CCC(=O)C=1OC=C(C1)C1=CC(=C(C=C1)OC)OC)=O